(S)-3-(adamantan-1-yl)-2-aminopropionic acid C12(CC3CC(CC(C1)C3)C2)C[C@@H](C(=O)O)N